BrC=1C=2N(C=C(N1)C1CC1)C=C(N2)C(=O)OCC ethyl 8-bromo-6-cyclopropylimidazo[1,2-a]pyrazine-2-carboxylate